((((((2,2'-dimethyl-[1,1'-biphenyl]-3,3'-diyl)bis(azanediyl))bis(carbonyl))bis(4-methoxypyridine-6,3-diyl))bis(methylene))bis(azanediyl))bis(ethane-2,1-diyl) diacetate C(C)(=O)OCCNCC=1C=NC(=CC1OC)C(=O)NC=1C(=C(C=CC1)C1=C(C(=CC=C1)NC(=O)C1=CC(=C(C=N1)CNCCOC(C)=O)OC)C)C